2-[4-[4-[2-[[4-(4-tert-butoxycarbonylpiperazine-1-carbonyl)-3-chloro-phenyl]carbamoyl]-3-methyl-imidazol-4-yl]-2,3-difluoro-phenyl]-3-methyl-pyrazol-1-yl]acetic acid C(C)(C)(C)OC(=O)N1CCN(CC1)C(=O)C1=C(C=C(C=C1)NC(=O)C1=NC=C(N1C)C1=C(C(=C(C=C1)C=1C(=NN(C1)CC(=O)O)C)F)F)Cl